C([O-])([O-])=O.[NH4+].[Al+3].C([O-])([O-])=O Aluminum Ammonium Carbonate